C1(CCC2=NC=CC=C12)NC1=CC=CN2C=C(N=C12)C=1C(=C(N=C2C(CS(C12)(=O)=O)C(C)C)CCC1CCOCC1)C=1OC(=NN1)C N-(R)-4-aza-1-indanyl(2-{3-isopropyl-6-(5-methyl-1,3,4-oxadiazol-2-yl)-1,1-dioxo-5-[2-(tetrahydro-2H-pyran-4-yl)ethyl]-1λ6-thia-4-aza-7-indanyl}-1,3a-diaza-7-indenyl)amine